NC1=C(N=CN1C1CCCC=2C1=CC(=C1C=C(N=CC21)C2CC2)S(NCC(C)(C)F)(=O)=O)C(=O)OCC ethyl 5-amino-1-[3-cyclopropyl-5-[(2-fluoro-2-methylpropyl)sulfamoyl]-7,8,9,10-tetrahydrobenzo[h]isoquinolin-7-yl]imidazole-4-carboxylate